C(CCCCCCC\C=C/CCCCCCCC)(=O)OC(C(C([N+](C)(C)C)(CCO)C)C)(CCC(OCCCCCCCCCCCCCC)OCCCCCCCCCCCCCC)OC(CCCCCCC\C=C/CCCCCCCC)=O dioleoyloxy-3-Dimyristooxypropyl-dimethyl-hydroxyethyl-(trimethylammonio)propane